FC=1C=C(C=CC1C(F)(F)F)N1CC(C2=NC(=CC=C21)C(=O)N2C(CN(CC2)C2=NC(=C(C(=O)OC)C(=C2)C)C)(C)C)(C)C methyl 6-(4-(1-(3-fluoro-4-(trifluoromethyl)phenyl)-3,3-dimethyl-2,3-dihydro-1H-pyrrolo[3,2-b]pyridine-5-carbonyl)-3,3-dimethylpiperazin-1-yl)-2,4-dimethylnicotinate